COC=1C=C2CCNCC2=CC1NC1=NC=C(C(=N1)NC=1C=CC=C2CNC(C12)=O)C(F)(F)F 7-((2-((6-methoxy-1,2,3,4-tetrahydroisoquinolin-7-yl)amino)-5-(trifluoromethyl)pyrimidin-4-yl)amino)isoindolin-1-one